[Mo].[Ag].BrC1=CC=C(OCC(C)N2CCOCC2)C=C1 4-(1-(4-bromophenoxy)propan-2-yl)morpholine silver-molybdenum